C(CC=C)[C@]1(N/C(/N(C(C1)=O)CC1=C(C=C(C=C1)OC)OC)=N\C(OC(C)(C)C)=O)CC tert-butyl (R,E)-(4-(but-3-en-1-yl)-1-(2,4-dimethoxybenzyl)-4-ethyl-6-oxotetrahydropyrimidin-2(1H)-ylidene)carbamate